ClC1=C(N(C(C2=C(C=CC=C12)N1CC2=CC=CC=C2C1)=O)C1=CC=CC=C1)[C@H](C)NC=1C2=C(N=CN1)NC=CC2=O (S)-4-((1-(4-chloro-8-(isoindolin-2-yl)-1-oxo-2-phenyl-1,2-dihydroisoquinolin-3-yl)ethyl)amino)pyrido[2,3-d]pyrimidin-5(8H)-one